(4-((3R,4R)-3-methoxytetrahydro-pyran-4-ylamino)piperidin-1-yl)(5-methyl-6-(((2R,6S)-6-(p-tolyl)tetrahydro-2H-pyran-2-yl)methylamino)pyrimidin-4-yl)methanone citrate salt C(CC(O)(C(=O)O)CC(=O)O)(=O)O.CO[C@H]1COCC[C@H]1NC1CCN(CC1)C(=O)C1=NC=NC(=C1C)NC[C@@H]1O[C@@H](CCC1)C1=CC=C(C=C1)C